(S)-7-fluoro-4-(pyrimidin-2-yl)-5-(trifluoromethyl)-2-((2-(trifluoromethyl)pyrrolidin-1-yl)sulfonyl)-1H-indole FC=1C=C(C(=C2C=C(NC12)S(=O)(=O)N1[C@@H](CCC1)C(F)(F)F)C1=NC=CC=N1)C(F)(F)F